1-propyl-thiourea C(CC)NC(=S)N